ClC1=CC=C2C(=CC=NC2=C1)C=1N=C2C(=NC1)N=CN2C=C2CC=1C=CC=NC1C=C2F 6-((5-(7-chloro-4-quinolinyl)imidazo[4,5-b]pyrazin-3-yl)methylene)-7-fluoro-quinoline